tert-butyl(2-amino-5-(4,4-difluoro-[1,4'-bipiperidin]-1'-yl)phenyl)carbamate C(C)(C)(C)OC(NC1=C(C=CC(=C1)N1CCC(CC1)N1CCC(CC1)(F)F)N)=O